Cl.COC(C(C)(C)C=1C=NC(=CC1)N1CC(NCC1)(C)C)=O 2-(6-(3,3-dimethylpiperazin-1-yl)pyridin-3-yl)-2-methylpropanoic acid methyl ester hydrochloride